tert-Butyl (S)-(1-(2-amino-5-(1-ethyl-1H-pyrazol-4-yl)pyridin-4-yl)piperidin-3-yl)carbamate NC1=NC=C(C(=C1)N1C[C@H](CCC1)NC(OC(C)(C)C)=O)C=1C=NN(C1)CC